C(CCC)(=O)OC1=C(C=C(C=C1)CCNC(=O)C12CC3(CC(CC(C1)C3)C2)C2=CC=C(C=C2)Cl)OC(CCC)=O butyric acid 2-butyryloxy-5-(2-{[3-(4-chlorophenyl)-adamantane-1-carbonyl]-amino}ethyl)phenyl ester